benzyl (2S)-4-(azetidin-1-yl)-2-(4-(methoxycarbonyl)phenyl)piperidine-1-carboxylate N1(CCC1)C1C[C@H](N(CC1)C(=O)OCC1=CC=CC=C1)C1=CC=C(C=C1)C(=O)OC